COS(=O)(=O)CC(C)CC(OCC1=CC=C(C=C1)OC)C1=C(C=CC(=C1)Br)C#CC 4-(5-bromo-2-(prop-1-yn-1-yl)phenyl)-4-((4-methoxybenzyl)oxy)but-2-ylmethanesulfonic acid methyl ester